C(C)(C)(C)OC(=O)N1CCOC2=C(C1)C=CC(=C2)Br 8-bromo-2,3-dihydrobenzo[f][1,4]oxazepin-4(5H)-carboxylic acid tert-butyl ester